2-[[6-(1,3-Benzothiazol-2-ylamino)-5-methyl-pyridazin-3-yl]-[4-(methylamino)butyl]amino]-5-[3-[4-[3-(dimethylamino)prop-1-ynyl]-2-fluoro-phenoxy]propyl]thiazole-4-carboxylic acid S1C(=NC2=C1C=CC=C2)NC2=C(C=C(N=N2)N(C=2SC(=C(N2)C(=O)O)CCCOC2=C(C=C(C=C2)C#CCN(C)C)F)CCCCNC)C